(2-methoxy-3-pyridyl)boronic acid COC1=NC=CC=C1B(O)O